N-(1-thienyl)-morpholine S1(C=CC=C1)N1CCOCC1